3-(4-((3R,4R)-3-fluoro-4-methylpiperidin-1-yl)pyrimidin-2-yl)-6-(trifluoromethyl)imidazo[1,2-a]pyridine F[C@H]1CN(CC[C@H]1C)C1=NC(=NC=C1)C1=CN=C2N1C=C(C=C2)C(F)(F)F